BrC1=CC(=CC(=N1)C=O)OC 6-bromo-4-methoxypicolinaldehyde